C(C1=CC=CC=C1)N1C2(CC2)CC[C@H]1CO[SiH](C)C(C)(C)C (S)-4-benzyl-5-(((tert-butylmethylsilyl)oxy)methyl)-4-azaspiro[2.4]heptane